Isobutan CC(C)C